(8aS)-10-Acryloyl-3-(2-amino-7-fluorobenzo[d]thiazol-4-yl)-2-fluoro-8,8a,9,10,11,12-hexahydro-7H,14H-pyrazino[1',2':5,6][1,5]diazocino[3,2,1-hi]indol-14-one C(C=C)(=O)N1C[C@H]2N(C(C=3C=C(C(=C4C=CN(C34)CC2)C2=CC=C(C3=C2N=C(S3)N)F)F)=O)CC1